methyl-3(2H)-isothiazolone CN1SC=CC1=O